FC(C1N(CCC1N(C([O-])=O)C=1N=CC2=C(C(=C(C=C2C1)C1=C(C2=C(OCCN2)N=C1)C)F)N)C)F 2-(Difluoromethyl)-1-methylpyrrolidin-3-yl(8-amino-7-fluoro-6-(8-methyl-2,3-dihydro-1H-pyrido[2,3-b][1,4]oxazin-7-yl)isoquinolin-3-yl)carbamate